tris(2,4-di-tert-butylbenzyl) phosphite P(OCC1=C(C=C(C=C1)C(C)(C)C)C(C)(C)C)(OCC1=C(C=C(C=C1)C(C)(C)C)C(C)(C)C)OCC1=C(C=C(C=C1)C(C)(C)C)C(C)(C)C